ClC[N+]12CC[N+](CC1)(CC2)F 4-(chloromethyl)-1-fluoro-1,4-diazabicyclo[2.2.2]octane-1,4-diium